2-{[4-(2-hydroxy-1,1-dimethylethyl)phenyl]amino}-4-{[(1S)-2-hydroxy-1-phenylethyl]amino}pyrimidine-5-carboxylic Acid OCC(C)(C)C1=CC=C(C=C1)NC1=NC=C(C(=N1)N[C@H](CO)C1=CC=CC=C1)C(=O)O